(6-((2-((2-methoxy-5-methyl-4-(4-(4-methylpiperazin-1-yl)piperidin-1-yl)phenyl)amino)-9H-purin-6-yl)amino)quinoxalin-5-yl)dimethyl-phosphine oxide COC1=C(C=C(C(=C1)N1CCC(CC1)N1CCN(CC1)C)C)NC1=NC(=C2N=CNC2=N1)NC=1C(=C2N=CC=NC2=CC1)P(C)(C)=O